ethyl (S)-2-(5-bromo-2-(2-(1-methoxyethyl)pyridin-3-yl)-1H-indol-3-yl)acetate BrC=1C=C2C(=C(NC2=CC1)C=1C(=NC=CC1)[C@H](C)OC)CC(=O)OCC